2-methoxy-N-(3-phenylpropyl)-5-(2-oxa-7-azaspiro[3.5]nonan-7-yl)-1H-benzo[d]imidazole-1-carboxamide COC1=NC2=C(N1C(=O)NCCCC1=CC=CC=C1)C=CC(=C2)N2CCC1(COC1)CC2